cis-β-Farnesen CCC(=C)CC\C=C(/C)\CCC=C(C)C